C1(=CC=CC=C1)C1=NC(=NC(=N1)Cl)Cl 2-phenyl-4,6-dichloro-1,3,5-triazine